1-(5-Ethynyl-2-{[4-(4-methylpiperazin-1-yl)phenyl]amino}pyrido[2,3-d]pyrimidin-7-yl)-3-oxa-1-azaspiro[4.4]nonan-2-one C(#C)C1=CC(=NC=2N=C(N=CC21)NC2=CC=C(C=C2)N2CCN(CC2)C)N2C(OCC21CCCC1)=O